ClC=1C=C2C(=C3C1NC(NC31CCCCC1)=O)OC(=N2)CN(CC2CCOCC2)C 5-chloro-2-{[methyl(oxan-4-ylmethyl)amino]methyl}-7,8-dihydro-6H-spiro[[1,3]oxazolo[5,4-f]quinazoline-9,1'-cyclohexane]-7-one